(1-(6-bromo-8-fluoro-2-methylquinolin-4-yl)ethyl)carbamate BrC=1C=C2C(=CC(=NC2=C(C1)F)C)C(C)NC([O-])=O